[3-(4-Bromo-5-methyl-triazol-1-yl)cyclobutyl] trifluoromethanesulfonate FC(S(=O)(=O)OC1CC(C1)N1N=NC(=C1C)Br)(F)F